ClC1=CC(=C(C=C1)C1=NC(=CC=2N=C(N(C(C21)=O)C)C)N2C[C@H](CCC2)C2=NC(=NO2)C)F 5-(4-chloro-2-fluorophenyl)-2,3-dimethyl-7-((3S)-3-(3-methyl-1,2,4-oxadiazol-5-yl)-1-piperidinyl)pyrido[4,3-d]pyrimidin-4(3H)-one